p-hydroxythiophenol OC1=CC=C(C=C1)S